ClC1=C(OC=2C=CC(=C(C(=O)OC(C=O)C=C)C2)[N+](=O)[O-])C=CC(=C1)C(F)(F)F 1-Oxobut-3-en-2-yl 5-[2-chloro-4-(trifluoromethyl) phenoxy]-2-nitrobenzoate